2-[(2R,3S,4R,5R)-3,4-Dihydroxy-5-[2-(2-methylpropanoyl-amino)-6-oxo-1H-purin-9-yl]tetrahydrofuran-2-yl]acetic acid O[C@@H]1[C@H](O[C@H]([C@@H]1O)N1C=2N=C(NC(C2N=C1)=O)NC(C(C)C)=O)CC(=O)O